1,4,4,9-tetramethyl-8-(3-methyl-1H-indol-7-yl)-4,5-dihydropyrido[3,4-e][1,2,4]triazolo[4,3-a]pyrazine CC1=NN=C2N1C1=C(NC2(C)C)C=NC(=C1C)C=1C=CC=C2C(=CNC12)C